[N+]1(=CC=CC=C1)[N-]C(C1=CC=C(C=C1)\C=C\C1=CC=C(C=C1)C(F)(F)F)=O (E)-Pyridin-1-ium-1-yl(4-(4-(trifluoromethyl)styryl)benzoyl)amide